C(C1=CC=CC=C1)O[C@H]1C(O[C@@H]([C@H]1OCC1=CC=CC=C1)COCC1=CC=CC=C1)(O)C1=CC=C2C(=NC=NN21)SC (3R,4R,5R)-3,4-bis(benzyloxy)-5-((benzyloxy)methyl)-2-(4-(methylthio)pyrrolo[2,1-f][1,2,4]triazin-7-yl)tetrahydrofuran-2-ol